N[C@@]1(C[C@@H](OCC1)C(=O)N1[C@H](C2=CC=CC=C2CC1)C1=CC=C(C=C1)F)O ((2r,4r,5r)-4-amino-4-hydroxytetrahydro-2H-pyran-2-yl)((S)-1-(4-fluorophenyl)-3,4-dihydroisoquinolin-2(1H)-yl)methanone